[Si](=S)=S silicon disulphide